ClC1=CC=C2C(=N1)[C@@](CC2)(C)NC(OC(C)(C)C)=O tert-butyl (S)-(2-chloro-7-methyl-6,7-dihydro-5H-cyclopenta[b]pyridin-7-yl)carbamate